methyl-4-(2-((5-fluoropyridin-2-yl)amino)-2-oxoethyl)-5-oxo-4,5-dihydropyrazol CC1=NNC(C1CC(=O)NC1=NC=C(C=C1)F)=O